BrC=1C=C2C=CC3(CCN(CC3)C3CCOCC3)C2=CC1 5-bromo-1'-(tetrahydro-2H-pyran-4-yl)spiro[indene-1,4'-piperidine]